ClC1=C(C(=CC=C1)N[C@H](C)C=1C=C(C=C2C(C(=C(OC12)N1CCC(CC1)(C)C)C)=O)C)C=1C=CC(=C(C=O)C1)O 5-[2-chloro-6-[[(1R)-1-[2-(4,4-dimethyl-1-piperidyl)-3,6-dimethyl-4-oxo-chromen-8-yl]ethyl]amino]phenyl]-2-hydroxy-benzaldehyde